ClC1=C(C=CC(=C1)OC(F)(F)F)[C@@H]1[C@H](O[C@](C1)(C(F)(F)F)C)C(=O)NC=1C=NC(=CC1)[C@H]1OC(OC1)(C)C |o1:12,13,15| rel-(2s,3R,5R)-3-(2-chloro-4-(trifluoromethoxy)phenyl)-N-(6-((R)-2,2-dimethyl-1,3-dioxolan-4-yl)pyridin-3-yl)-5-methyl-5-(trifluoromethyl)tetrahydrofuran-2-carboxamide